2-Amino-4-(3-((1R,5S)-1-((dimethylamino)methyl)-3-azabicyclo[3.1.0]hexan-3-yl)-5-fluoro-7,9-dihydrofuro[3,4-f]quinazolin-6-yl)-7-fluorothieno[3,2-c]pyridine-3-carbonitrile NC1=C(C=2C(=NC=C(C2S1)F)C=1C2=C(C=3C=NC(=NC3C1F)N1C[C@@]3(C[C@@H]3C1)CN(C)C)COC2)C#N